N-pyridin-2-ylamide N1=C(C=CC=C1)[NH-]